2,2-bis(4-fluorophenyl)oxirane FC1=CC=C(C=C1)C1(OC1)C1=CC=C(C=C1)F